COP(OC)(=O)CC1=C(C=CC(=C1)CO)F (2-fluoro-5-(hydroxymethyl)benzyl)phosphonic acid dimethyl ester